The molecule is an aromatic amide obtained by formal condensation of the carboxy group of 5-methyl-2-(2H-1,2,3-triazol-2-yl)benzoic acid with the secondary amino group of 5-chloro-2-[(5R)-5-methyl-1,4-diazepan-1-yl]-1,3-benzoxazole. An orexin receptor antagonist used for the management of insomnia. It has a role as a central nervous system depressant and an orexin receptor antagonist. It is a member of 1,3-benzoxazoles, a member of triazoles, a diazepine, an aromatic amide and an organochlorine compound. C[C@@H]1CCN(CCN1C(=O)C2=C(C=CC(=C2)C)N3N=CC=N3)C4=NC5=C(O4)C=CC(=C5)Cl